COCCN1CCNCC1 N-(2-methoxyethyl)piperazine